2-(5-{2-[(2,3-dihydro-1H-inden-2-yl)amino]pyrimidin-5-yl}-1,3,4-oxadiazol-2-yl)-1-{5H,6H,7H,8H-[1,2,4]triazolo[1,5-a]pyrazin-7-yl}ethan-1-one C1C(CC2=CC=CC=C12)NC1=NC=C(C=N1)C1=NN=C(O1)CC(=O)N1CC=2N(CC1)N=CN2